5-(2-(2-(3-bromophenyl)-5-methylpiperidin-1-yl)-2-oxoacetamido)nicotinamide BrC=1C=C(C=CC1)C1N(CC(CC1)C)C(C(=O)NC=1C=NC=C(C(=O)N)C1)=O